CN(C)C1=CC2=C(C=C1)C=C3C=CC(=[N+](C)C)C=C3O2.[Cl-] The molecule is an organic chloride salt having 6-(dimethylamino)-N,N-dimethyl-3H-xanthen-3-iminium as the cation. Used with methyl green to selectively demonstrate RNA (red) in contrast to DNA (green) with the Unna-Pappenheim method. It has a role as a histological dye. It is an iminium salt and an organic chloride salt. It contains a pyronin Y cation.